3-{3-[2-(methoxymethoxy)-6-methyl-4-(trifluoromethyl)phenyl]cinnoline-8-yl}piperidine-1-carboxylate COCOC1=C(C(=CC(=C1)C(F)(F)F)C)C=1N=NC2=C(C=CC=C2C1)C1CN(CCC1)C(=O)[O-]